NC1=NC=NN2C1=C(C=C2C=2C(=CC(=C(C(=O)N[C@@H]1CN(C[C@@H]1F)C(C1=C(C=C(C=C1)F)Cl)=O)C2)C)F)C(F)(F)F 5-[4-amino-5-(trifluoromethyl)pyrrolo[2,1-f][1,2,4]triazin-7-yl]-N-[(3R,4S)-1-(2-chloro-4-fluorobenzoyl)-4-fluoropyrrolidin-3-yl]-4-fluoro-2-methylbenzamide